4-oxo-5-(o-Tolyl)-4,5-dihydroimidazo[1,2-a]Quinoxaline-7-carbonitrile O=C1C=2N(C3=CC=C(C=C3N1C1=C(C=CC=C1)C)C#N)C=CN2